2-(Oxan-2-yloxy)ethyl (1S,2S)-2-[(3,4-dichlorophenyl)carbonyl]cyclopropane-1-carboxylate ClC=1C=C(C=CC1Cl)C(=O)[C@@H]1[C@H](C1)C(=O)OCCOC1OCCCC1